(R)-3-(2-hydroxyethyl)pyrrolidine-1-carboxylic acid tert-butyl ester C(C)(C)(C)OC(=O)N1C[C@H](CC1)CCO